5-amino-8-(2,6-dimethyl-4-pyridyl)-2-[2-(2-methyltetrazol-5-yl)ethyl]-7-phenyl-[1,2,4]triazolo[4,3-c]pyrimidin-3-one NC1=NC(=C(C=2N1C(N(N2)CCC=2N=NN(N2)C)=O)C2=CC(=NC(=C2)C)C)C2=CC=CC=C2